tert-butyl (5-methyl-1-((2-(trimethylsilyl)ethoxy)methyl)-4,5-dihydro-1H-pyrazolo[4,3-c]quinolin-6-yl)carbamate CN1CC2=C(C=3C=CC=C(C13)NC(OC(C)(C)C)=O)N(N=C2)COCC[Si](C)(C)C